BrC1=CC=C(C=C1)C(C)=O (4-bromophenyl)ethan-1-one